trans-6-chloro-N-(4-(((5-(4-chlorophenyl)-1,3,4-oxadiazol-2-yl)methyl)amino)cyclohexyl)quinoline ClC=1C=C2C=CCN(C2=CC1)[C@@H]1CC[C@H](CC1)NCC=1OC(=NN1)C1=CC=C(C=C1)Cl